C(C)(=O)N1CCC(CC1)C=1C=C(C=CC1)C1N(CC(CC1)C)C(C(=O)NC=1C=NC(=C(C1)C)N)=O 2-(2-(3-(1-acetylpiperidin-4-yl)phenyl)-5-methylpiperidin-1-yl)-N-(6-amino-5-methylpyridin-3-yl)-2-oxoacetamide